C(C)(C)(C)OC(=O)N1CC(C1)C=1C=CC=C2C=CC(=NC12)NC1=C(C=C(C=C1)OCC1(COC1)C)N 3-[2-[2-amino-4-[(3-Methyloxetan-3-yl)methoxy]anilino]-8-quinolinyl]azetidine-1-carboxylic acid tert-butyl ester